(R)-(3-methylmorpholino)(3-(2-(6-(methylsulfonyl)pyridin-3-yl)furo[3,2-b]pyridin-7-yl)phenyl)methanone C[C@@H]1COCCN1C(=O)C1=CC(=CC=C1)C1=C2C(=NC=C1)C=C(O2)C=2C=NC(=CC2)S(=O)(=O)C